N-(2,2-difluoroethyl)-6,7-difluoro-1-methyl-N-(2-((1-methylcyclopropyl)ethynyl)pyridin-4-yl)-1H-[1,2,3]triazolo[4,5-c]isoquinolin-5-amine FC(CN(C1=NC2=C(C=3C=CC(=C(C13)F)F)N(N=N2)C)C2=CC(=NC=C2)C#CC2(CC2)C)F